CN1CCN(CC1)C(CN1N=CC(=C1)NC1=NN2C(C(=CC=C2)N2CC(C2)(CCC2=CC=CC=C2)CC#N)=N1)=O 2-[1-[2-[[1-[2-(4-methylpiperazin-1-yl)-2-oxo-ethyl]pyrazol-4-yl]amino]-[1,2,4]triazolo[1,5-a]pyridin-8-yl]-3-(2-phenylethyl)azetidin-3-yl]acetonitrile